1-(1,3-dimethyl-5-oxo-4-phenyl-4,5-dihydro-1H-pyrazol-4-yl)-1-hydroxy-3,3-dimethylurea CN1N=C(C(C1=O)(C1=CC=CC=C1)N(C(=O)N(C)C)O)C